isopropyl 2-((tert-butylsulfinyl) imino)-4-cyclopropyl-4-methylpentanoate C(C)(C)(C)S(=O)N=C(C(=O)OC(C)C)CC(C)(C)C1CC1